1-[4-(4,4-Dimethoxybutoxy)phenyl]piperazine COC(CCCOC1=CC=C(C=C1)N1CCNCC1)OC